C(#N)C1=CC2=C(N=C(N=C2)NC2=CC=C(C(=O)NC)C=C2)N1CC1=NC=CN=C1N(S(=O)(=O)C)C 4-((6-cyano-7-((3-(N-Methylmethylsulfonamido)pyrazin-2-yl)methyl)-7H-pyrrolo[2,3-d]pyrimidin-2-yl)amino)-N-methylbenzamide